1-(2,5-bis(isopentyloxy)phenyl)ethanone C(CC(C)C)OC1=C(C=C(C=C1)OCCC(C)C)C(C)=O